CC1=C(C=C(C=C1)NC(=O)N1C[C@@H](CC1)CC(F)(F)F)C1=CC(=NC(=C1)N1CCOCC1)C#CC(C)NC(OC(C)(C)C)=O tert-butyl N-[4-(4-[2-methyl-5-[(3S)-3-(2,2,2-trifluoroethyl)pyrrolidine-1-carbonylamino]phenyl]-6-(morpholin-4-yl)pyridin-2-yl)but-3-yn-2-yl]carbamate